FC=1C=C(C=CC1F)CC(=O)N1[C@H]2CN([C@@H](C1)C2)C2=CC=C(C=C2)OC 2-(3,4-difluorophenyl)-1-((1R,4R)-5-(4-methoxyphenyl)-2,5-diazabicyclo[2.2.1]heptan-2-yl)ethanone